ClC=1C=C2C(=C3C1NC(NC31CCCCC1)=O)OC(=N2)CNC(C)C 5-chloro-2-{[(propan-2-yl)amino]methyl}-7,8-dihydro-6H-spiro[[1,3]oxazolo[5,4-f]quinazoline-9,1'-cyclohexane]-7-one